FC=1C=C(C=CC1C(C)C)[C@H](C1=C(C=CC=C1)C)NC(=O)[C@H]1[C@H](CCC1)C(=O)O (1S,2R)-2-(((R)-(3-fluoro-4-isopropylphenyl)(o-tolyl)methyl)carbamoyl)cyclopentane-1-carboxylic acid